N[C@H](C(=O)O)CC1=CC=C(C=C1)N=[N+]=[N-] (S)-2-amino-3-(4-azidophenyl)propanoic acid